5-(3,6-diazabicyclo[3.1.1]heptan-3-yl)-2-methyl-N-((R)-1-(2-(1-methyl-1H-pyrazol-4-yl)quinolin-4-yl)ethyl)benzamide C12CN(CC(N1)C2)C=2C=CC(=C(C(=O)N[C@H](C)C1=CC(=NC3=CC=CC=C13)C=1C=NN(C1)C)C2)C